CC(CCOC(CCCCC(=O)[O-])=O)CC 3-methylpentyladipate